C(CCCCCCCC)NCCCC1CCN(CC1)C(=O)OC(C)(C)C tert-Butyl 4-(3-(nonylamino)propyl)piperidine-1-carboxylate